FC(C1=NN(C(=C1C1=CC(=C(C=C1)OC)F)F)C1=CC=C(C=C1)S(=O)(=O)N)F 4-(3-(difluoromethyl)-5-fluoro-4-(3-fluoro-4-methoxyphenyl)-1H-pyrazol-1-yl)benzenesulfonamide